bromopropyl-triphenylphosphine bromide [Br-].BrCCCC1=C(C=CC=C1)P(C1=CC=CC=C1)C1=CC=CC=C1